C1(CCCCC1)C[C@H](C(=O)N1C(CC(C1)N1N=NC=C1C(C)(C)O)C(=O)N)NC(C1=CC=C(C=C1)S(=O)(=O)N1CCCC1)=O 1-((R)-3-cyclohexyl-2-(4-(pyrrolidin-1-ylsulfonyl)benzamido)propanoyl)-4-(5-(2-hydroxypropan-2-yl)-1H-1,2,3-triazol-1-yl)pyrrolidine-2-carboxamide